N-[(1S)-1-(dicyclopropylmethyl)-2-[[6-fluoro-5-[2-methyl-4-(trifluoromethyl)-3-pyridyl]-2-pyridyl]amino]-2-oxo-ethyl]-2-isopropyl-pyrazole-3-carboxamide C1(CC1)C([C@@H](C(=O)NC1=NC(=C(C=C1)C=1C(=NC=CC1C(F)(F)F)C)F)NC(=O)C=1N(N=CC1)C(C)C)C1CC1